(2-hydroxypropan-2-yl)-2,3-dihydro-1H-isoindol OC(C)(C)C1NCC2=CC=CC=C12